10,11-Difluoro-(E,E)-8,10-dodecadien-1-ol F/C(/C=C/CCCCCCCO)=C(\C)/F